N-((1-(4-(trifluoromethyl)benzyl)-1,2,3,4-tetrahydroquinolin-3-yl)methyl)acrylamide FC(C1=CC=C(CN2CC(CC3=CC=CC=C23)CNC(C=C)=O)C=C1)(F)F